C12CC(CC(CC1)O2)NC2=NC=C(C(=N2)C=2C=C1C(N(C=NN1C2)[C@H](C(=O)N[C@H](CO)C2=CC(=CC(=C2)OC)F)C)=O)Cl (2S)-2-(6-(2-((8-oxabicyclo[3.2.1]oct-3-yl)amino)-5-chloropyrimidin-4-yl)-4-oxopyrrolo[2,1-f][1,2,4]triazin-3(4H)-yl)-N-((S)-1-(3-fluoro-5-methoxyphenyl)-2-hydroxyethyl)propanamide